CN1C(CN=C(C2=C1C=CC(=C2)[N+](=O)[O-])C2=C(C=CC=C2)NCCC)=O 1-methyl-7-nitro-5-[2-(propylamino)phenyl]-1,3-dihydro-2H-1,4-benzodiazepin-2-one